CN(C1=CC=C(N=N1)NS(=O)(=O)C1=CC=C(C=C1)NC=1N=CC2=CC=NC(=C2C1)C=1C(=C2C=NN(C2=CC1)CC(C)(C)O)C)C N-(6-(dimethylamino)pyridazin-3-yl)-4-((5-(1-(2-hydroxy-2-methylpropyl)-4-methyl-1H-indazol-5-yl)-2,6-naphthyridin-3-yl)amino)benzenesulfonamide